N1CC=CC=C1C(=O)[O-] pyridine-6(1H)-carboxylate